C(C)N1C(=CC2=CC=CC=C12)C1=NC2=C(N1C)C(=CC(=C2)C(=O)N2C[C@@H](CCC2)NC(OC(C)(C)C)=O)C(F)(F)F (R)-tert-Butyl (1-(2-(1-ethyl-1H-indol-2-yl)-1-methyl-7-(trifluoromethyl)-1H-benzo[d]imidazole-5-carbonyl)piperidin-3-yl)carbamate